2-(((1S,6r)-6-(6-(benzo[d]thiazol-2-ylmethoxy)pyridin-2-yl)-3-azabicyclo[4.1.0]hept-3-yl)methyl)-1-(((S)-oxetan-2-yl)methyl)-1H-benzo[d]imidazole-6-carboxylic acid S1C(=NC2=C1C=CC=C2)COC2=CC=CC(=N2)[C@@]21CCN(C[C@H]1C2)CC2=NC1=C(N2C[C@H]2OCC2)C=C(C=C1)C(=O)O